ClC1=C(C(=O)NC=2C=C3C=C(N(C3=CC2)C)C(=O)NC2=CC=C(C=C2)OC(F)(F)F)C=C(C=C1)CNC(C(C)C)=O 5-(2-chloro-5-(isobutyrylaminomethyl)benzoylamino)-1-methyl-N-(4-(trifluoromethoxy)phenyl)-1H-indole-2-carboxamide